N-(4-((5-(benzyloxy)-2-(4-methoxyphenyl)-3-methyl-1H-indol-1-yl)methyl)phenethyl)cyclohexylamine C(C1=CC=CC=C1)OC=1C=C2C(=C(N(C2=CC1)CC1=CC=C(CCNC2CCCCC2)C=C1)C1=CC=C(C=C1)OC)C